magnesium-calcium oxide [O-2].[Ca+2].[Mg+2].[O-2]